2-(4-methylpiperazin-1-yl)benzo[d]Oxazole-5-carboxylic acid methyl ester COC(=O)C=1C=CC2=C(N=C(O2)N2CCN(CC2)C)C1